CN1C(=CC=C1)C(CCCCCC)=O 1-(N-methyl-pyrrole-2-yl)heptan-1-one